t-butoxycarbonyl-11-aminoundecanoic acid C(C)(C)(C)OC(=O)C(C(=O)O)CCCCCCCCCN